2-propynylamine C(C#C)N